tert-butyl 2-(6-chloro-1-(tetrahydro-2H-pyran-2-yl)-1H-pyrazolo[4,3-C]pyridin-3-yl)-2,6-diazaspiro[3.4]octane-6-carboxylate ClC1=CC2=C(C=N1)C(=NN2C2OCCCC2)N2CC1(C2)CN(CC1)C(=O)OC(C)(C)C